ClC=1C(=NC(=NC1)NC1=C(C=C(C(=O)NC2=CC(=CC=C2)NS(=O)(=O)C)C=C1)OC)C=1C=NN(C1)C(C)C 4-((5-chloro-4-(1-isopropyl-1H-pyrazol-4-yl)pyrimidin-2-yl)amino)-3-methoxy-N-(3-(methylsulfonamido)phenyl)benzamide